N-{1-Cyclooctyl-2-oxo-2-[3-(tetrahydro-pyran-4-yl)anilino]-ethyl}-3-methyl-isoxazole-4-carboxamide C1(CCCCCCC1)C(C(NC1=CC(=CC=C1)C1CCOCC1)=O)NC(=O)C=1C(=NOC1)C